C1(CCCC1)C1=C2C=NNC2=C(C(=C1)C1=CC=C(C=C1)OC1=CC=CC=C1)C(=O)N 4-Cyclopentyl-6-(4-phenoxyphenyl)-1H-indazole-7-carboxamide